5alpha-cholesta-7,24-dien-3beta-ol-d6 C(C(C([2H])([2H])[2H])=CCC[C@@H](C)[C@H]1CC[C@H]2C3=CC[C@H]4C[C@H](CC[C@]4(C)[C@H]3CC[C@]12C)O)([2H])([2H])[2H]